1,1'-oxybis(methylene)dipiperidine O(CN1CCCCC1)CN1CCCCC1